C(C=1C(C(=O)[O-])=CC(C(=O)[O-])=CC1)(=O)OCCCCCCCCCCCCCCOC(C=1C(C(=O)[O-])=CC(C(=O)[O-])=CC1)=O tetradecamethylene bistrimellitate